N'-(2,2-difluoroacetyl)-4-methyl-benzoyl-hydrazine FC(C(=O)NNC(C1=CC=C(C=C1)C)=O)F